CN1CC(=CCC1)C1=NSN=C1OC(C(C(C(C(C(F)(F)F)(F)F)(F)F)(F)F)(F)F)(F)F 3-(1-methyl-1,2,5,6-tetrahydropyridin-3-yl)-4-((perfluorohexyl)oxy)-1,2,5-thiadiazole